(4R)-3,3-difluoro-1-[4-({8-[3-(methanesulfonylmeth-yl)azetidin-1-yl]-5-(propan-2-yl)isoquinolin-3-yl}amino)pyrimidin-2-yl]-4-methylpiperidin-4-ol FC1(CN(CC[C@]1(O)C)C1=NC=CC(=N1)NC=1N=CC2=C(C=CC(=C2C1)C(C)C)N1CC(C1)CS(=O)(=O)C)F